(S)-3-amino-N-(1-(2,6-difluorophenyl)ethyl)-6-(1-methyl-6-oxo-1,6-dihydropyridin-3-yl)-5-(oxazol-2-yl)pyrazine-2-carboxamide NC=1C(=NC(=C(N1)C=1OC=CN1)C1=CN(C(C=C1)=O)C)C(=O)N[C@@H](C)C1=C(C=CC=C1F)F